2-ethyl-1,1,3,3-tetramethylisothiouronium hydroxide [OH-].C(C)SC(N(C)C)=[N+](C)C